(R)-1-(4-(tert-butyl)phenyl)ethane-1,2-diol C(C)(C)(C)C1=CC=C(C=C1)[C@H](CO)O